ClC=1C=C2C(=NC(=NC2=C(C1C1=C2C=NNC2=CC=C1C)OC1CC(C1)(F)F)OC[C@H]1N(CCC1)C)N1CCN(CC1)C(=O)OC(C)(C)C tert-butyl 4-(6-chloro-8-(3,3-difluorocyclobutoxy)-7-(5-methyl-1H-indazol-4-yl)-2-(((S)-1-methylpyrrolidin-2-yl)methoxy)quinazolin-4-yl)piperazin-1-carboxylate